2-(4-ethylphenyl)pyridine C(C)C1=CC=C(C=C1)C1=NC=CC=C1